2-phenylimidazo[1,2-b]pyridazine-8-carboxamide C1(=CC=CC=C1)C=1N=C2N(N=CC=C2C(=O)N)C1